5-methyl-4-nitro-2-(phenylamino)pyridine 1-oxide CC=1C(=CC(=[N+](C1)[O-])NC1=CC=CC=C1)[N+](=O)[O-]